C(CC(=O)O)(=O)O.C(CC(=O)O)(=O)OCC=C allyl malonate malonate